FC=1SC=C(C1)F 2,4-difluorothiophene